(TRIFLUOROMETHYL)QUINOLIN-2(1H)-ONE FC(F)(F)N1C(C=CC2=CC=CC=C12)=O